C(CCCCCCCCCCCCCCC(C)C)OC(CCCCCCCCCCCCCCC(C)C)=O.C(CCCCCCCCCCCCCCCCC)(=O)OCCCCCCCCCCCCCCCC(C)C isostearyl stearate isostearyl-isostearate